CC(C)(C#CC(C)(C)C(C)(C)C)C(C)(C)C 2,5-dimethyldi(t-butyl)hexyne